chloro-7H-pyrrolo[3,2-d]Pyrimidine ClC=1N=CC2=C(N1)CC=N2